(2-oxo-1,2-dihydroquinolin-6-yl)boronic acid O=C1NC2=CC=C(C=C2C=C1)B(O)O